Cl.COC1=CC(=NC=C1)C(=N)N 4-methoxypyridine-2-carboxamidine hydrochloride